Fructosyl-Valyl-Histidine OCC1([C@@H](O)[C@H](O)[C@H](O1)CO)N[C@@H](C(C)C)C(=O)N[C@@H](CC1=CNC=N1)C(=O)O